C(C)(C)(C)OB(OC(C)(C)C)OC(C)(C)C Boric acid tri-tert-butyl ester